methyl (4-{7-(4-cyanophenyl)-5-[4-(dimethylamino)piperidin-1-yl]imidazo[1,2-c]pyrimidin-8-yl}phenyl)methylcarbamate C(#N)C1=CC=C(C=C1)C1=C(C=2N(C(=N1)N1CCC(CC1)N(C)C)C=CN2)C2=CC=C(C=C2)CNC(OC)=O